(3,3-difluoro-1-oxaspiro[3.5]non-7-yl)carbamic acid tert-butyl ester C(C)(C)(C)OC(NC1CCC2(C(CO2)(F)F)CC1)=O